C1=C(C(=CC(=C1[N+](=O)[O-])S(=O)(=O)O)[N+](=O)[O-])[N+](=O)[O-] The molecule is an arenesulfonic acid that is benzene with a sulfo group at position 1 and three nitro substituents in the 2-, 4- and 5-positions. It has a role as a hapten. It is an arenesulfonic acid and a C-nitro compound.